(2R,3S)-2-(3-(7-(3-fluorophenyl)-5-(trifluoromethyl)-1H-benzo[d]imidazol-1-yl)propyl)piperidin-3-ol dihydrochloride Cl.Cl.FC=1C=C(C=CC1)C1=CC(=CC2=C1N(C=N2)CCC[C@H]2NCCC[C@@H]2O)C(F)(F)F